2-methallyl-butyrolactone C(C(C)=C)C1C(=O)OCC1